N-((4'-fluoro-3-(1-(oxetan-3-ylmethyl)-1H-pyrazol-3-yl)-[1,1'-biphenyl]-4-yl)methyl)acrylamide FC1=CC=C(C=C1)C1=CC(=C(C=C1)CNC(C=C)=O)C1=NN(C=C1)CC1COC1